(R)-2-(4-(3H-[1,2,3]triazolo[4,5-b]pyridin-3-yl)-N-(1-(tert-butoxycarbonyl)piperidin-3-yl)benzamido)-3-chloropyridine 1-oxide N1=NN(C2=NC=CC=C21)C2=CC=C(C(=O)N([C@H]1CN(CCC1)C(=O)OC(C)(C)C)C1=[N+](C=CC=C1Cl)[O-])C=C2